O.Cl.Cl.N1=CN=CC=C1 pyrimidine dihydrochloride hydrate